N-[(3-chloro-2-methoxyphenyl)methyl]-1-[5-(pyridin-4-yl)-1H-pyrazole-3-carbonyl]piperidine-4-carboxamide ClC=1C(=C(C=CC1)CNC(=O)C1CCN(CC1)C(=O)C1=NNC(=C1)C1=CC=NC=C1)OC